N-(5-(4-(trifluoromethyl)phenethoxy)-1H-indol-3-yl)spiro[3.3]heptane-2-carboxamide FC(C1=CC=C(CCOC=2C=C3C(=CNC3=CC2)NC(=O)C2CC3(C2)CCC3)C=C1)(F)F